1-hexylazide C(CCCCC)N=[N+]=[N-]